F[C@@H]1C[C@H](CNC1)NC1=NN=C(C=2N1N=CC2)C2=C(C=C(C=C2)C(F)(F)F)O 2-(7-(((3R,5R)-5-fluoropiperidin-3-yl)amino)pyrazolo[1,5-d][1,2,4]triazin-4-yl)-5-(trifluoromethyl)phenol